ClC=1C=C(C(=NC1)OC)S(=O)(=O)NC=1C(=C(C(=CC1)F)C=1C=NC=2N(C1)C=NC2C(=O)OCC)F Ethyl 3-[3-(5-chloro-2-methoxypyridine-3-sulfonamido)-2,6-difluorophenyl]imidazo[1,5-a]pyrimidine-8-carboxylate